6,8-bis[2-(2-pyridyl)ethylthio]octanoic acid N1=C(C=CC=C1)CCSC(CCCCC(=O)O)CCSCCC1=NC=CC=C1